(R)-2-amino-2-(4-bromophenyl)-4-fluoro-4-methylpentanoate N[C@](C(=O)[O-])(CC(C)(C)F)C1=CC=C(C=C1)Br